C1CNCCC12CCC(CC2)CN2CCN(CC2)C2=CC=C1C(=NN(C1=C2)C)C2C(NC(CC2)=O)=O 3-(6-(4-((3-azaspiro[5.5]undec-9-yl)methyl)piperazin-1-yl)-1-methyl-1H-indazol-3-yl)piperidine-2,6-dione